CC(C(=O)O)(C)OC1=CC2=CC=C(C=C2C=C1)C(NC1=CC=C(C=C1)SC)=O 2-methyl-2-((6-((4-(methylthio)phenyl)carbamoyl)naphthalen-2-yl)oxy)propanoic acid